NC1=CC(=C2N(CCCCCC[C@@](C3=NN=C(C1=N2)O3)(C(F)(F)F)O)CC(=O)NC)C(F)(F)F |r| Racemic-2-[17-amino-6-hydroxy-6,15-bis(trifluoromethyl)-19-oxa-3,4,13,18-tetrazatricyclo[12.3.1.12,5]nonadeca-1(18),2,4,14,16-pentaen-13-yl]-N-methyl-acetamide